4,7,10,13-tetramethyl-1,4,7,10,13-pentaazatetradecane CN(CCN)CCN(CCN(CCN(C)C)C)C